ClC=1C(=C(C=CC1)NN1C(=CC=2C(NCCC21)=O)C2=C(C=NC=C2)C#C[C@H]2N([C@@H](CC2)C)C(C=C)=O)OC [(3-chloro-2-methoxyphenyl)amino]-2-(3-{2-[(2S,5R)-5-methyl-1-(prop-2-enoyl)pyrrolidin-2-yl]ethynyl}pyridin-4-yl)-1H,5H,6H,7H-pyrrolo[3,2-c]pyridin-4-one